(S)-tert-butyl (1-((2-(1-(5-(trifluoromethyl)pyridin-2-yl) piperidin-4-yl)acetamido)oxy)propan-2-yl)carbamate FC(C=1C=CC(=NC1)N1CCC(CC1)CC(=O)NOC[C@H](C)NC(OC(C)(C)C)=O)(F)F